methoxymethylanthraquinone COCC1=CC=CC=2C(C3=CC=CC=C3C(C12)=O)=O